3-(5-(1-((5-ethoxypyridin-2-yl)methyl)piperidin-4-yl)-1-oxoisoindolin-2-yl)piperidine-2,6-dione C(C)OC=1C=CC(=NC1)CN1CCC(CC1)C=1C=C2CN(C(C2=CC1)=O)C1C(NC(CC1)=O)=O